C(=O)[O-].C(=O)[O-].O[Al+2] hydroxyl-aluminum diformate